1-{2-Chloro-5-[4-({3',3'-difluoro-[1,4'-bipiperidin]-4-yl}methyl)piperazine-1-carbonyl]phenyl}-1,3-diazinane-2,4-dione trifluoroacetate FC(C(=O)O)(F)F.ClC1=C(C=C(C=C1)C(=O)N1CCN(CC1)CC1CCN(CC1)C1C(CNCC1)(F)F)N1C(NC(CC1)=O)=O